N1=C(C=CC=C1)CN1CCN(CCN(CCN(CC1)NC(C(N)CCOCCO)=O)CC1=NC=CC=C1)NC(C(N)CCOCCO)=O 1,7-bis(2-pyridylmethyl)-4,10-bis((2-(2-hydroxyethoxy)ethyl)-2-aminoacetamido)-1,4,7,10-tetraazacyclododecane